N-methyl-4-((2,4,9-trimethyl-10-oxo-9,10-dihydro-4H-pyrimido[5,4-b]thiazolo[5,4-e][1,4]diazepin-6-yl)amino)benzamide CNC(C1=CC=C(C=C1)NC=1N=CC=2N(C(C3=C(N(C2N1)C)SC(=N3)C)=O)C)=O